1-(cyclobutylmethyl)-N-(2-(2,6-dioxopiperidin-3-yl)-1-oxoisoindolin-5-yl)-1H-pyrrolo[2,3-b]pyridine-5-carboxamide C1(CCC1)CN1C=CC=2C1=NC=C(C2)C(=O)NC=2C=C1CN(C(C1=CC2)=O)C2C(NC(CC2)=O)=O